2-methoxy-1,3,5-trivinylbenzene COC1=C(C=C(C=C1C=C)C=C)C=C